1,1'-di(t-butylperoxy)-3,3,5-trimethylcyclohexane C(C)(C)(C)OOC1CC(CC(C1)C)(COOC(C)(C)C)C